C(C)(C)(C)C=1C=C2C(=NC(=NC2=C(C1)C)C=1OC2=C(C1C)C=CC=C2)O 6-tert-butyl-8-methyl-2-(3-methyl-1-benzofuran-2-yl)quinazolin-4-ol